BrC=1C(=C(C(=NC1)N)[N+](=O)[O-])C 5-bromo-4-methyl-3-nitropyridin-2-amine